N-(2-phenylpropan-2-yl)-2-(pyridin-4-yl)pyrido[3,4-d]pyrimidin-4-amine C1(=CC=CC=C1)C(C)(C)NC=1C2=C(N=C(N1)C1=CC=NC=C1)C=NC=C2